C(C1=CC=CC=C1)N1C=C(C=C(C1=O)Cl)OC1=C(C=C(C=C1Cl)NN=C(C(=O)NC(OCC)=O)C#N)Cl Ethyl (2-(2-(4-((1-benzyl-5-chloro-6-oxo-1,6-dihydropyridin-3-yl)oxy)-3,5-dichlorophenyl)hydrazono)-2-cyanoacetyl)carbamate